2-(6-bromo-4-methoxy-1-oxophthalazin-2-yl)-N-(cis-3-hydroxy-3-methylcyclobutyl)acetamide BrC=1C=C2C(=NN(C(C2=CC1)=O)CC(=O)NC1CC(C1)(C)O)OC